4-(1-hydroxyethyl)-N-(2-methoxyethyl)-N-methylbenzamide OC(C)C1=CC=C(C(=O)N(C)CCOC)C=C1